BrC=1C(=NC=CN1)N 3-Bromopyrazin-2-amine